C1=CC=C(C=C1)CNC(=O)C2=C(C=CC(=C2)Cl)O N-Benzyl-5-chloro-2-hydroxybenzamide